The molecule is a monocarboxylic acid amide that results from the formal condensation of the carboxylic acid group of biotin with the N(6)-amino group of L-lysine. It has a role as a mouse metabolite. It is an azabicycloalkane, a thiabicycloalkane, a member of ureas, a monocarboxylic acid amide, a non-proteinogenic L-alpha-amino acid and a L-lysine derivative. It derives from a biotin. C1[C@H]2[C@@H]([C@@H](S1)CCCCC(=O)NCCCC[C@@H](C(=O)O)N)NC(=O)N2